3-((3,5-bis(trifluoromethyl)phenyl)amino)-5-methylbenzo[d]isothiazole 1,1-dioxide FC(C=1C=C(C=C(C1)C(F)(F)F)NC1=NS(C2=C1C=C(C=C2)C)(=O)=O)(F)F